Cl.C(C1=CC=CC=C1)N[C@H]1CCC2=CC=C(C=C12)F (S)-N-benzyl-6-fluoro-2,3-dihydro-1H-inden-1-amine hydrochloride